C(C1=CC=CC=C1)OC1=CC=C(C=C1)C1N(CC1)S(=O)(=O)C (4-(benzyloxy)phenyl)-1-(methylsulfonyl)azetidine